FC1=C(C=C(C(=O)NC2=NNC3=CN=C(C=C32)C3=C(C=CC=C3OC)F)C=C1)C 4-fluoro-N-(5-(2-fluoro-6-methoxyphenyl)-1H-pyrazolo[3,4-c]pyridin-3-yl)-3-methylbenzamide